1-(trans-3-(aminomethyl)cyclobutyl)-3-cyclopropyl-1H-pyrazolo[3,4-b]pyridin-5-amine NC[C@@H]1C[C@H](C1)N1N=C(C=2C1=NC=C(C2)N)C2CC2